BrC1=CC(=C(C=C1)C=1N=NN(C1)C1=NC(=NC=C1)N1C[C@H](OCC1)C)N1CCC2(CC2)CC1 (R)-4-(4-(4-(4-bromo-2-(6-azaspiro[2.5]octan-6-yl)phenyl)-1H-1,2,3-triazol-1-yl)pyrimidin-2-yl)-2-methylmorpholine